2-benzyl-8-(1H-indole-6-carbonyl)-2,8-diazaspiro[4.5]decan-1-one C(C1=CC=CC=C1)N1C(C2(CC1)CCN(CC2)C(=O)C2=CC=C1C=CNC1=C2)=O